The molecule is a 2'-deoxycytidine phosphate having 5-methylcytosine as the nucleobase. It is a pyrimidine 2'-deoxyribonucleoside 5'-triphosphate and a 2'-deoxycytidine phosphate. It is a conjugate acid of a 5-methyl-dCTP(4-). CC1=CN(C(=O)N=C1N)[C@H]2C[C@@H]([C@H](O2)COP(=O)(O)OP(=O)(O)OP(=O)(O)O)O